N=1C(=CN2C1C=CC=C2)\C=N/NC(C2=CC(=CC=C2)OC)=O (Z)-N'-(imidazo[1,2-a]pyridin-2-ylmethylene)-3-methoxybenzoyl-hydrazine